5-(8-(7-acetyl-3-ethyl-5,6,7,8-tetrahydroimidazo[1,5-a]pyrazin-1-yl)isoquinolin-3-yl)-N-(3-((2-(2,6-dioxopiperidin-3-yl)-1,3-dioxoisoindolin-4-yl)amino)cyclopentyl)picolinamide C(C)(=O)N1CC=2N(CC1)C(=NC2C=2C=CC=C1C=C(N=CC21)C=2C=CC(=NC2)C(=O)NC2CC(CC2)NC2=C1C(N(C(C1=CC=C2)=O)C2C(NC(CC2)=O)=O)=O)CC